(1R,5S)-3-(5-cyano-2-(methylsulfonyl)-6-((E)-2-(naphthalen-1-yl)vinyl)pyrimidin-4-yl)-3,8-diazabicyclo[3.2.1]octane-8-carboxylic acid tert-butyl ester C(C)(C)(C)OC(=O)N1[C@H]2CN(C[C@@H]1CC2)C2=NC(=NC(=C2C#N)\C=C\C2=CC=CC1=CC=CC=C21)S(=O)(=O)C